F\C=C(\CNC(OC(C)(C)C)=O)/CN1N=CN(C1=O)CC=1SC(=CC1)C1=CC=C(C=C1)C(=O)N1CCOCC1 tert-butyl (Z)-(3-fluoro-2-((4-((5-(4-(morpholine-4-carbonyl)phenyl)thiophen-2-yl)methyl)-5-oxo-4,5-dihydro-1H-1,2,4-triazol-1-yl)methyl)allyl)carbamate